pentaerythritol-tetrakis[β-(3,5-di-t-butyl-4-hydroxyphenyl) propionate] C(C)(C)(C)C=1C=C(C=C(C1O)C(C)(C)C)CCC(=O)OCC(COC(CCC1=CC(=C(C(=C1)C(C)(C)C)O)C(C)(C)C)=O)(COC(CCC1=CC(=C(C(=C1)C(C)(C)C)O)C(C)(C)C)=O)COC(CCC1=CC(=C(C(=C1)C(C)(C)C)O)C(C)(C)C)=O